IC=1C=C(C=O)C=C(C1)I 3,5-diiodobenzaldehyde